S1N=NC2=NC=CC=C12 thiatriazaindene